((1R)-1-(5-benzyl-3-((isoquinoline-3-carboxamido)methyl)-4,5-dihydroisoxazole-5-carboxamido)-3-Methylbutyl)boronic acid C(C1=CC=CC=C1)C1(CC(=NO1)CNC(=O)C=1N=CC2=CC=CC=C2C1)C(=O)N[C@@H](CC(C)C)B(O)O